ClC1=C(C(=C(C(=C1N)Cl)Cl)Cl)Cl pentachlorobenzene-1-amine